3-(4-(3,5-difluoro-2-(trifluoromethyl)phenyl)piperidine-1-carbonyl)-N-methyl-6,7-dihydro-1H-pyrazolo[4,3-c]pyridine-5(4H)-carboxamide FC=1C(=C(C=C(C1)F)C1CCN(CC1)C(=O)C1=NNC2=C1CN(CC2)C(=O)NC)C(F)(F)F